tert-butyl N-[(tert-butoxy)carbonyl]-N-{2-[(1-methyl-1H-pyrazol-4-yl)amino]-5-[4-(trifluoromethyl)phenyl]pyridin-4-yl}carbamate C(C)(C)(C)OC(=O)N(C(OC(C)(C)C)=O)C1=CC(=NC=C1C1=CC=C(C=C1)C(F)(F)F)NC=1C=NN(C1)C